Tert-butyl (3-(3-hydroxycyclobutoxy)propyl)(methyl)carbamate OC1CC(C1)OCCCN(C(OC(C)(C)C)=O)C